C(C)(C)(C)C(CC(=O)C(C)(C)C)=O 1,3-di-tert-butyl-1,3-propanedione